ClC1=CC2=C(C=N1)C(=NN2)N2CC(N(CC2)C)=O 4-(6-chloro-1H-pyrazolo[4,3-c]pyridin-3-yl)-1-methylpiperazin-2-one